NC=1OC2=C(N1)C=C(C=C2)C=2C=CC=1N(C2)C(=CN1)C(=O)N1CC(N(CCC1)C(=O)C=1C=C(CC2=NNC(C3=CC=CC=C23)=O)C=CC1F)CO 4-(3-(4-(6-(2-aminobenzo[d]oxazol-5-yl)imidazo[1,2-a]pyridine-3-carbonyl)-2-(hydroxymethyl)-1,4-diazacycloheptane-1-carbonyl)-4-fluorobenzyl)phthalazin-1(2H)-one